4-methyl-6-(3-(((3S,5R)-3-methyl-5-(4-methyl-1-oxo-1,3-dihydroisobenzofuran-5-yl)piperazin-1-yl)methyl)isoxazol-5-yl)nicotinonitrile CC1=CC(=NC=C1C#N)C1=CC(=NO1)CN1C[C@@H](N[C@@H](C1)C=1C(=C2COC(C2=CC1)=O)C)C